[C@@H]12N[C@@H]([C@@H](CC1)C2)C(=O)N2CC(C2)C(=O)C2=CN(C1=CN=CC=C12)C1=C(C(=O)N(C(C)C)C(C)C)C=C(C=C1)F 2-(3-(1-((1R,3S,4S)-2-Azabicyclo[2.2.1]heptane-3-carbonyl)azetidine-3-carbonyl)-1H-pyrrolo[2,3-c]pyridin-1-yl)-5-fluoro-N,N-diisopropylbenzamide